3-(4-(4-(4-(4-Chloro-3-fluorophenyl)piperazin-1-yl)piperidin-1-yl)-3-fluorophenyl)piperidine-2,6-dione ClC1=C(C=C(C=C1)N1CCN(CC1)C1CCN(CC1)C1=C(C=C(C=C1)C1C(NC(CC1)=O)=O)F)F